3-(4-hydroxyphenyl)-3-(3,3,4,4-tetrafluoropyrrolidin-1-yl)-7-(trifluoromethyl)indolin-2-one OC1=CC=C(C=C1)C1(C(NC2=C(C=CC=C12)C(F)(F)F)=O)N1CC(C(C1)(F)F)(F)F